N1C(=CC2=CC=CC=C12)CN1CCN(CC1)C(=O)C=1C=NC=CC1 [4-(1H-indol-2-ylmethyl)piperazin-1-yl]-(3-pyridyl)methanone